N-[5-[[5-amino-3-(2,4,5-trichloroanilino)-1,2,4-triazol-1-yl]sulfonyl]-4-methyl-thiazol-2-yl]acetamide NC1=NC(=NN1S(=O)(=O)C1=C(N=C(S1)NC(C)=O)C)NC1=C(C=C(C(=C1)Cl)Cl)Cl